BrC=1N=C(C=2N(C1C(F)(F)F)C=CN2)N2[C@H]([C@@H](C2)O[Si](C)(C)C(C)(C)C)C [(2S,3R)-1-[6-bromo-5-(trifluoromethyl)imidazo[1,2-a]pyrazin-8-yl]-2-methyl-azetidin-3-yl]oxy-tert-butyl-dimethyl-silane